FC=1C=2N(C=C(C1)C(NC1=CC=C(C(=N1)OC)N1CCN(CC1)C(=O)OC(C)(C)C)=N)C=C(N2)C tert-butyl 4-(6-(8-fluoro-2-methylimidazo[1,2-a]pyridine-6-carboximidamido)-2-methoxypyridin-3-yl)piperazine-1-carboxylate